6-(4-isopropyl-1'-(piperidin-4-yl)-1H,1'H-[3,4'-bipyrazol]-5-yl)-8-methyl-[1,2,4]triazolo[1,5-a]pyridine C(C)(C)C=1C(=NNC1C=1C=C(C=2N(C1)N=CN2)C)C=2C=NN(C2)C2CCNCC2